tert-butyl (1R,5S,7r)-7-hydroxy-3-oxa-9-azabicyclo[3.3.1]nonane-9-carboxylate OC1C[C@H]2COC[C@@H](C1)N2C(=O)OC(C)(C)C